3-[(4-amino-2-methyl-5-pyrimidinyl)methyl]-5-(2-hydroxyethyl)-4-methylthiazolium nitrate [N+](=O)([O-])[O-].NC1=NC(=NC=C1C[N+]1=CSC(=C1C)CCO)C